(R)-7-bromo-6-methoxy-2-methyl-10-phenyl-9,10-dihydro-8-oxa-2,4,10a-triazanaphtho[2,1,8-cde]azulen-1(2H)-one BrC1=C(C=C2N=CC=3N(C(N4[C@@H](COC1=C2C34)C3=CC=CC=C3)=O)C)OC